C(C1=CC=CC=C1)C(C(=O)NC=1C=NC2=C(C=CC=C2C1)F)(C=C(C)C)C 2-benzyl-N-(8-fluoro-3-quinolyl)-2,4-dimethyl-pent-3-enamide